7-((3R,4R)-4-((2,3-dihydrobenzo[b][1,4]dioxin-6-yl-2,2,3,3-d4)oxy)-3-fluoropiperidin-1-yl)-2,8-dimethyl-4H-pyrimido[1,2-b]pyridazin-4-one O1C2=C(OC(C1([2H])[2H])([2H])[2H])C=C(C=C2)O[C@H]2[C@@H](CN(CC2)C=2C(=CC=1N(N2)C(C=C(N1)C)=O)C)F